3-cyclopropyl-1-((3,3-difluoro-1-methylcyclopentyl)methyl)-N-(2-(S-methylsulfonimidoyl)pyridin-4-yl)-4-(trifluoromethyl)-1H-pyrazole-5-carboxamide C1(CC1)C1=NN(C(=C1C(F)(F)F)C(=O)NC1=CC(=NC=C1)S(=O)(=N)C)CC1(CC(CC1)(F)F)C